C(C)OC(N=C1N(C([C@@](N1)(CC(C)(C)C)C1=CC=C(C=C1)C1=NOC=N1)=O)[C@H](CO)C1=CC(=C(C=C1)Cl)N1N=CN=C1)=O ((R)-4-(4-(1,2,4-oxadiazol-3-yl)phenyl)-1-((S)-1-(4-chloro-3-(1H-1,2,4-triazol-1-yl)phenyl)-2-hydroxyethyl)-4-neopentyl-5-oxoimidazolidin-2-ylidene)carbamic acid ethyl ester